FC(C1=NN=C(O1)C=1C=CC(=NC1)CN1C(C2=CC=CC=C2C1=O)=O)F 2-((5-(5-(difluoromethyl)-1,3,4-oxadiazole-2-yl)pyridine-2-yl)methyl)isoindoline-1,3-dione